FC(C(=O)O)(F)F.N1=CN=C2NC=NC2=C1N[C@@H](C)C=1N=C2N(C(C1C1=CC(=CC=C1)F)=O)C(=CS2)C (S)-7-(1-(9H-purin-6-ylamino)ethyl)-6-(3-fluorophenyl)-3-methyl-5H-thiazolo[3,2-a]pyrimidin-5-one Trifluoroacetic Acid Salt